O=C1NC(CCC1N1CC2=CC=C(C=C2C1=O)/C=C/C(=O)O)=O (2E)-3-[2-(2,6-dioxo-hexahydropyridin-3-yl)-3-oxo-2,3-dihydro-1H-isoindol-5-yl]prop-2-enoic acid